2-(3-methylbenzofuran-2-carboxamido)-5-oxohexanediamide CC1=C(OC2=C1C=CC=C2)C(=O)NC(C(=O)N)CCC(C(=O)N)=O